OC1=C(C(=O)NCC=2OC(=NN2)C=2SC=CC2)C=CC=C1 2-hydroxy-N-((5-(thiophen-2-yl)-1,3,4-oxadiazol-2-yl)methyl)benzamide